2-chloro-4-fluoro-3-(3,5-dimethyl-2,6-dioxo-4-thioxo-1,3,5-triazin-1-yl)benzoic acid ClC1=C(C(=O)O)C=CC(=C1N1C(N(C(N(C1=O)C)=S)C)=O)F